N'-((8-cyano-1,2,3,5,6,7-hexahydro-s-indacen-4-yl)carbamoyl)-5-(hydroxymethyl)-1-isopropyl-1H-pyrazole-3-sulfonimidamide C(#N)C=1C=2CCCC2C(=C2CCCC12)NC(=O)N=S(=O)(N)C1=NN(C(=C1)CO)C(C)C